N-(3-oxetanyl)acetamide O1CC(C1)NC(C)=O